C(C)(C)(C)OC(=O)N[C@H](C(=O)OC)C[C@@H]1OC2=C(NC1=O)C=CC(=C2)F.[NH4+].[V+5].[P+3].[V+5].[Cu+2] copper-vanadium phosphorus vanadium ammonium methyl (2S)-2-(tert-butoxycarbonylamino)-3-[(2S)-7-fluoro-3-oxo-4H-1,4-benzoxazin-2-yl]propanoate